C(CC1=CC=CC=C1)N\C(=N/C1=CC=CC=C1)\C1=COC=C1 (Z)-N-phenethyl-N'-phenylfuran-3-carboximidamide